NC1=NN2C(C=C(C=C2)C=2C(=C(OCCC(C(C)(O)C3=CC=C(C=C3)F)(F)F)C=CC2)F)=N1 5-(3-(2-amino-[1,2,4]triazolo[1,5-a]pyridin-7-yl)-2-fluorophenoxy)-3,3-difluoro-2-(4-fluorophenyl)pentan-2-ol